ClC=1C=C(C=C(C1)NS(=O)(=O)C)NC(=O)C=1SC(=C(C1)C1=NC=C(C=N1)N1CC2(CC2(F)F)CC1)C N-(3-chloro-5-(methylsulfonamido)phenyl)-4-(5-(1,1-difluoro-5-azaspiro[2.4]heptan-5-yl)pyrimidin-2-yl)-5-methylthiophene-2-carboxamide